(2S)-2-amino-2-(3-fluorophenyl)ethanol ethyl-1-(3-bromo-5-nitrophenyl)-5-methyl-1H-pyrazole-4-carboxylate C(C)C1=NN(C(=C1C(=O)OC[C@H](C1=CC(=CC=C1)F)N)C)C1=CC(=CC(=C1)[N+](=O)[O-])Br